tris-(2-hydroxyethyl)-amine OCCN(CCO)CCO